4-(4-hydroxy-2-oxo-2,3-dihydro-1H-1,3-benzodiazol-1-yl)-N-(3-methoxy-4-methylphenyl)cyclohexane-1-carboxamide OC1=CC=CC=2N(C(NC21)=O)C2CCC(CC2)C(=O)NC2=CC(=C(C=C2)C)OC